C(#N)C1=CC=C(C=C1)[Te][Te]C1=CC=C(C=C1)C#N bis-(p-cyanophenyl) ditelluride